S1C(=NC2=C1C=CC=C2)NC(=O)C=2C=CC=C1CCN(CC21)C2=CC=C(C(=N2)C(=O)O)C2=CC=C(C=C2)OC2=CC=CC=C2 6-[8-(1,3-benzothiazol-2-ylcarbamoyl)-3,4-dihydroisoquinolin-2(1H)-yl]-3-(4-phenoxyphenyl)pyridine-2-carboxylic acid